methyl 6-bromo-1-methyl-3-(1-methylcyclopropyl)-2-oxo-benzimidazole-5-carboxylate BrC=1C(=CC2=C(N(C(N2C2(CC2)C)=O)C)C1)C(=O)OC